phenyl-(3-phenylprop-2-yn-1-yl)aminothiocarbonyl fluoride C1(=CC=CC=C1)N(C(=S)F)CC#CC1=CC=CC=C1